[PH2](OC(CCCCC)(CC(C)(C)C)C1=CC=CC=C1)=O phenyl-(neopentyl-n-hexyl) phosphinate